3-((Z)-2-(4-methylthiazol-5-yl) vinyl)-8-oxo-5-thioxo-1-azabicyclo[4.2.0]oct-2-ene-2-carboxylate CC=1N=CSC1\C=C/C1=C(N2C(CC2C(C1)=S)=O)C(=O)[O-]